NC1=NC(=C2N=CN(C2=N1)CC(=O)NC1=CC(=NN1CC)C)NC1=CC=C(C=C1)NS(=O)(=O)C 2-(2-amino-6-((4-methanesulfonylaminophenyl)amino)-9H-purin-9-yl)-N-(1-ethyl-3-methyl-1H-pyrazol-5-yl)acetamide